Quinoline-6-carboxylic acid 7-[4-(4-benzo[b]thiophen-4-ylpiperazin-1-yl)butoxy]-2-oxo-2H-quinolin-1-ylmethyl ester S1C2=C(C=C1)C(=CC=C2)N2CCN(CC2)CCCCOC2=CC=C1C=CC(N(C1=C2)COC(=O)C=2C=C1C=CC=NC1=CC2)=O